N1(CCOCC1)C(=S)SCCC#N cyanoethyl 4-morpholinodithiocarboxylate